methyl (1R,2S)-2-((2-((cyclopentyloxy)methyl)-3'-ethoxy-2'-fluoro-[1,1'-biphenyl]-4-yl)carbamoyl)-cyclohexane-1-carboxylate C1(CCCC1)OCC1=C(C=CC(=C1)NC(=O)[C@@H]1[C@@H](CCCC1)C(=O)OC)C1=C(C(=CC=C1)OCC)F